6-chloro-2-(2-chloro-4-fluoroanilino)-3-phenylquinazolin-4(3H)-one ClC=1C=C2C(N(C(=NC2=CC1)NC1=C(C=C(C=C1)F)Cl)C1=CC=CC=C1)=O